O=C1NC2(CCN(C2COC2CCC(CC2)C2=C(C=CC=C2O)F)C(=O)[O-])COC1 7-oxo-1-({[(1s,4s)-4-(2-fluoro-6-hydroxyphenyl)cyclohexyl]-oxy}methyl)-9-oxa-2,6-diazaspiro[4.5]decane-2-carboxylate